1,4-Bis[4-(11-acryloyloxyundecyloxy)benzoyloxy]benzene C(C=C)(=O)OCCCCCCCCCCCOC1=CC=C(C(=O)OC2=CC=C(C=C2)OC(C2=CC=C(C=C2)OCCCCCCCCCCCOC(C=C)=O)=O)C=C1